octadecyl-3,5-bis(1,1-dimethylethyl)-4-hydroxy-phenyl propionate C(CC)(=O)OC1=C(C(=C(C(=C1)C(C)(C)C)O)C(C)(C)C)CCCCCCCCCCCCCCCCCC